2-ethyl-1,4-bis(n-decyloxycarbonyloxy)naphthalene C(C)C1=C(C2=CC=CC=C2C(=C1)OC(=O)OCCCCCCCCCC)OC(=O)OCCCCCCCCCC